triethoxychlorosilane 1-methyl-1-(p-phenylazophenyl)ethyl-carbamate CC(C)(C1=CC=C(C=C1)N=NC1=CC=CC=C1)NC(O)=O.C(C)O[Si](Cl)(OCC)OCC